C(CCC)(=O)OC[C@@H]1OC1 (R)-oxiran-2-ylmethyl butyrate